C1(=CC=CC=C1)N=NC1=C(C=C(C=C1)N)N 4-(phenyldiazenyl)benzene-1,3-diamine